5-(benzyloxy)-7-fluoro-2-methylbenzofuran-3-carboxylic acid C(C1=CC=CC=C1)OC=1C=C(C2=C(C(=C(O2)C)C(=O)O)C1)F